N1-(2-ethoxyphenyl)-N4,N4-dimethylbenzene-1,4-disulfonamide C(C)OC1=C(C=CC=C1)NS(=O)(=O)C1=CC=C(C=C1)S(=O)(=O)N(C)C